5-{(3S)-3-[(2-cyclopentylethyl)amino]-5-fluoro-7-hydroxy-3,4-dihydro-2H-1-benzothiopyran-6-yl}-1λ6,2,5-thiadiazolidine-1,1,3-trione C1(CCCC1)CCN[C@@H]1CSC2=C(C1)C(=C(C(=C2)O)N2CC(NS2(=O)=O)=O)F